4-bromo-3-methylbenzamide BrC1=C(C=C(C(=O)N)C=C1)C